F[C@@H]1CN(CC[C@@H]1NC=1C=NC(=C(C1)B1OC(C(O1)(C)C)(C)C)F)C(=O)OC(C)(C)C tert-butyl (3R,4S)-3-fluoro-4-((6-fluoro-5-(4,4,5,5-tetramethyl-1,3,2-dioxaborolan-2-yl)pyridin-3-yl)amino)piperidine-1-carboxylate